6-(6-(2-fluoro-5-formylbenzoyl)-2,6-diazaspiro[3.3]heptan-2-yl)nicotinonitrile FC1=C(C(=O)N2CC3(CN(C3)C3=NC=C(C#N)C=C3)C2)C=C(C=C1)C=O